6-chloro-3-{[(1S)-1-(2-ethyl-3,6-dimethyl-4-oxo-3,4-dihydroquinazolin-8-yl)-2-hydroxyethyl]amino}pyridine-2-carboxylic acid ClC1=CC=C(C(=N1)C(=O)O)N[C@H](CO)C=1C=C(C=C2C(N(C(=NC12)CC)C)=O)C